9-[(2-fluorophenyl)methoxy]-1h,2h,3h,4h-pyrazino[1,2-b]indazol-1-one FC1=C(C=CC=C1)COC1=CC2=C3N(N=C2C=C1)CCNC3=O